(3R)-3-({5-[2-chloro-5-(methoxycarbonyl)phenyl]-1-trityl-1H-indazol-3-yl}carbamoyl)piperidine-1-carboxylic acid tert-butyl ester C(C)(C)(C)OC(=O)N1C[C@@H](CCC1)C(NC1=NN(C2=CC=C(C=C12)C1=C(C=CC(=C1)C(=O)OC)Cl)C(C1=CC=CC=C1)(C1=CC=CC=C1)C1=CC=CC=C1)=O